ClC=1C=CC=C2C=C(NC12)C(=O)N[C@H](C(=O)N[C@H](C(=O)OC)CC1C(NC2(CC2)CC1)=O)CC1CC1 methyl (2S)-2-[[(2S)-2-[(7-chloro-1H-indole-2-carbonyl)amino]-3-cyclopropyl-propanoyl] amino]-3-(5-oxo-4-azaspiro[2.5]octan-6-yl)propanoate